C(C)OCOC1=C(C(=CC(=C1)OC(F)(F)F)C)B1OC(C(O1)(C)C)(C)C 2-[2-(ethoxymethoxy)-6-methyl-4-(trifluoromethoxy)phenyl]-4,4,5,5-tetramethyl-1,3,2-dioxaborolane